C(C)(C)(C)OC(NCCOC1=CC(=C(C=C1)[N+](=O)[O-])C(F)(F)F)=O 2-(4-Nitro-3-(trifluoromethyl)phenoxy)ethylcarbamic acid tert-butyl ester